N1(CCC1)S(=O)(=O)C1=CC(=C(C(=O)NC2=CC(=CC=C2)S(NC(C)(C)C)(=O)=O)C=C1)N1CCC2(CC2)CC1 4-(Azetidin-1-ylsulfonyl)-N-(3-(N-(tert-butyl)sulfamoyl)phenyl)-2-(6-azaspiro[2.5]octan-6-yl)benzamide